[Si](C)(C)(C(C)(C)C)OCCN1N(NC=C1)C1=C(C=NC=C1Cl)N 4-(1-((tert-butyldimethylsilyloxy)ethyl)-2H-1,2,3-triazol-2-yl)-5-chloropyridin-3-amine